COC1=C(C=CC(=C1)OC)C(CNC(=O)[C@]1([C@@H](CC[C@H](C1)C)C(C)C)O)=O (1S,2S,5R)-N-(2-(2,4-dimethoxyphenyl)-2-oxoethyl)-1-hydroxy-2-isopropyl-5-methylcyclohexane-1-carboxamide